1-(Benzo[d][1,3]dioxol-5-yl)-3-(3-chloro-4-fluorophenyl)-1-((6,7,8,9-tetrahydro-5H-[1,2,4]triazolo[4,3-a]azepin-3-yl)methyl)urea O1COC2=C1C=CC(=C2)N(C(=O)NC2=CC(=C(C=C2)F)Cl)CC2=NN=C1N2CCCCC1